C1(=CC=CC=C1)C1=NN=C(N=N1)CCO 2-(6-phenyl-1,2,4,5-tetrazin-3-yl)ethan-1-ol